COC1=CC=C2C(C=C(OC2=C1)C(=O)NC=1C=NC=CC1)=O 7-methoxy-4-oxo-N-(pyridin-3-yl)-4H-chromene-2-formamide